methyl 5,5-difluoropiperidine-3-carboxylate hydrochloride Cl.FC1(CC(CNC1)C(=O)OC)F